COC1=CC=C(CNC=2C3=C(N=C(N2)CO)N(CC3(C)C)C3=CC=C(C=C3)OC3=CC=CC=C3)C=C1 (4-((4-methoxybenzyl)amino)-5,5-dimethyl-7-(4-phenoxyphenyl)-6,7-dihydro-5H-pyrrolo[2,3-d]pyrimidin-2-yl)methanol